(R)-7-((6-((3-fluoroazetidin-1-yl)methyl)-5-(tetrahydrofuran-3-yl)pyridin-2-yl)amino)-4-(7-fluoroimidazo[1,2-a]pyridin-3-yl)isoindolin-1-one FC1CN(C1)CC1=C(C=CC(=N1)NC=1C=CC(=C2CNC(C12)=O)C1=CN=C2N1C=CC(=C2)F)[C@@H]2COCC2